3-[(3-Chlorophenoxy)methyl]pyrrolidine ClC=1C=C(OCC2CNCC2)C=CC1